ClC=1C=C(C=CC1Cl)CCN 3,4-dichlorophenylethylamine